5,6-dichloro-2-phenyl-1H-Benzo[d]imidazole-4,7-Dion ClC=1C(C2=C(NC(=N2)C2=CC=CC=C2)C(C1Cl)=O)=O